COC=1C=C(C=CC1)C1=NC=2N(C(=C1)C)N=CC2C(=O)O 5-(3-methoxyphenyl)-7-methylpyrazolo[1,5-a]Pyrimidine-3-carboxylic acid